C1(CC1)N1C(N(C(C(=C1)C(=O)NC1=CC(=C(OC=2C3=C(N=CN2)CN(CC3)C(=O)OC(C)(C)C)C=C1)F)=O)C1=CC=C(C=C1)F)=O tert-butyl 4-(4-(1-cyclopropyl-3-(4-fluorophenyl)-2,4-dioxo-1,2,3,4-tetrahydropyrimidine-5-carboxamido)-2-fluorophenoxy)-5,6-dihydropyrido[3,4-d]pyrimidine-7(8H)-carboxylate